2-phosphoglycerate P(=O)(O)(O)OC(C(=O)[O-])CO